N-((R)-3-acryloyl-2-methyl-1-oxa-3,8-diazaspiro[4.5]decane-8-carbonyl)-N-methyl-L-valine C(C=C)(=O)N1[C@H](OC2(C1)CCN(CC2)C(=O)N([C@@H](C(C)C)C(=O)O)C)C